4-Chloro-5-(3-(1-(4-fluoro-2-(trifluoromethyl)phenyl)-1-methoxyethyl)-5,6-dihydroimidazo[1,2-a]pyrazin-7(8H)-yl)pyridazin-3(2H)-one ClC=1C(NN=CC1N1CC=2N(CC1)C(=CN2)C(C)(OC)C2=C(C=C(C=C2)F)C(F)(F)F)=O